N-((1S)-cycloheptyl(6-((2-oxo-5-(trifluoromethyl)piperidin-3-yl)methyl)imidazo[1,2-b]pyridazin-2-yl)methyl)-1-ethyl-1H-pyrazole-5-carboxamide C1(CCCCCC1)[C@H](NC(=O)C1=CC=NN1CC)C=1N=C2N(N=C(C=C2)CC2C(NCC(C2)C(F)(F)F)=O)C1